N-({4-amino-1H,3H-furo[3,4-c]quinolin-7-yl}methyl)-6-cyano-N-[2-(trifluoro-methyl)pyridin-3-yl]pyridine-3-carboxamide NC1=NC=2C=C(C=CC2C2=C1COC2)CN(C(=O)C=2C=NC(=CC2)C#N)C=2C(=NC=CC2)C(F)(F)F